3-(6-chloropyrimidin-4-yl)pyrrolo[1,2-a]Pyrimidine ClC1=CC(=NC=N1)C=1C=NC=2N(C1)C=CC2